C(C)(C)(C)OC(=O)N1C(C(C=CC1)C)CO (hydroxymethyl)-3-methyl-3,6-dihydropyridine-1(2H)-carboxylic acid tert-butyl ester